3,5-Lutidine N1=CC(=CC(=C1)C)C